2-((5-chlorothiazol-2-yl)carbamoyl)phenylacetate ClC1=CN=C(S1)NC(=O)C1=C(C=CC=C1)CC(=O)[O-]